ClC=1C(=NC=CC1C1=C(C(=CC=C1)NC1=C(C(=CC=C1)CN1C[C@@H](CC1)O)F)Cl)C1=CC(=C(CNC[C@@H]2CCC(N2)=O)C=C1)OC (S)-5-(((4-(3-chloro-4-(2-chloro-3-((2-fluoro-3-(((R)-3-hydroxypyrrolidin-1-yl)methyl)phenyl)amino)phenyl)pyridin-2-yl)-2-methoxybenzyl)amino)methyl)pyrrolidin-2-one